2-(4-bromophenyl)sulfonylacetonitrile BrC1=CC=C(C=C1)S(=O)(=O)CC#N